ClC1=CN=C(S1)C=1C=C(C(=O)O)C=C(C1)OC(C)C(C)O 3-(5-chloro-1,3-thiazol-2-yl)-5-{[trans-3-hydroxybut-2-yl]oxy}benzoic acid